pentanediamine iodine [I].C(CCCC)(N)N